C(CCC(=O)O)CCBr The molecule is an organobromine compound comprising hexanoic acid having a bromo substituent at the 6-position. It derives from a hexanoic acid.